ClC=1C(=CC=C2N=CC(=NC12)C=1C=NN(C1)CC(=O)N1CC(C1)O)OC=1C=CC2=C(NC(=N2)C)C1 2-(4-(8-Chloro-7-((2-methyl-1H-benzo[d]imidazol-6-yl)oxy)quinoxalin-2-yl)-1H-pyrazol-1-yl)-1-(3-hydroxyazetidin-1-yl)ethanone